N-[(1S)-3-(cyclopropylamino)-1-[[(3S,5R)-5-methyl-2-oxo-pyrrolidin-3-yl]methyl]-2,3-dioxo-propyl]-5-fluoro-2-[[1-(trifluoromethyl)cyclopropane-carbonyl]amino]benzamide C1(CC1)NC(C([C@H](C[C@H]1C(N[C@@H](C1)C)=O)NC(C1=C(C=CC(=C1)F)NC(=O)C1(CC1)C(F)(F)F)=O)=O)=O